2-(7-(6-((4-chloro-2-fluorobenzyl)oxy)pyridin-2-yl)-5-fluoro-2,3-dihydrobenzofuran-4-carbonyl)-1-((1-(fluoromethyl)cyclopropyl)methyl)-1H-benzo[d]imidazole-6-carboxylic acid ClC1=CC(=C(COC2=CC=CC(=N2)C=2C=C(C(=C3CCOC32)C(=O)C3=NC2=C(N3CC3(CC3)CF)C=C(C=C2)C(=O)O)F)C=C1)F